O1N=CC(=C1)CN1CCN(CC1)C1=CC2=C(CC(O2)(C)C)C=C1NC(=O)C=1C=NN2C1N=CC=C2 N-(6-(4-(isoxazol-4-ylmethyl)piperazin-1-yl)-2,2-dimethyl-2,3-dihydrobenzofuran-5-yl)pyrazolo[1,5-a]pyrimidine-3-carboxamide